(3,5-dibromo-4-((4-oxo-3,4-dihydrophthalazin-1-yl)oxy)phenyl)-3,5-dioxo-2,3,4,5-tetrahydro-1,2,4-triazine-6-carbonitrile potassium salt [K].BrC=1C=C(C=C(C1OC1=NNC(C2=CC=CC=C12)=O)Br)N1N=C(C(NC1=O)=O)C#N